C(C=C)(=O)O.NCCCN1C(CCCC1=O)=O N-aminopropyl-glutarimide acrylate